(6R)-5-oxo-1,4-diazepan O=C1NCCNCC1